2-cyclohexyl-N-[5-[3-(diethylsulfamoyl)-4-methoxyphenyl]-4-methyl-thiazol-2-yl]acetamide C1(CCCCC1)CC(=O)NC=1SC(=C(N1)C)C1=CC(=C(C=C1)OC)S(N(CC)CC)(=O)=O